COC(=O)C1CN(C1)C(C1=C(C=C(C=C1OC)C1=CN=C2N1C=CC(=C2)C=2C=NN(C2)C)OC)=O 1-[2,6-dimethoxy-4-[7-(1-methylpyrazol-4-yl)imidazo[1,2-a]pyridin-3-yl]benzoyl]azetidine-3-carboxylic acid methyl ester